FC(C=1SC=C(N1)C(C)=NO)(F)F 1-[2-(trifluoromethyl)thiazol-4-yl]ethanone oxime